BrC1=C(OCCCSCC2=NNC(O2)=S)C=CC=C1 5-[(2-bromophenoxypropylthio)methyl]-1,3,4-oxadiazole-2(3H)-thione